C1CCC(CC1)N2C=NC3=C(N=C(N=C32)OC4=CC=CC5=CC=CC=C54)NC6=CC=C(C=C6)N7CCOCC7 The molecule is a member of the class of purines that is purine substituted at C-2 by a 1-naphthyloxy group, at C-4 by a 4-morpholinophenylamino group, and at N-9 by a cyclohexyl group. It has a role as an osteogenesis regulator and a SMO receptor agonist. It is a member of purines, a member of morpholines, an aromatic ether and a secondary amino compound. It derives from a hydride of a 9H-purine.